C(C)C1=NOC(=C1)C(=O)O 3-ethyl-1,2-oxazole-5-carboxylic acid